(E)-4-(chloromethyl)-2-(3-(trifluoromethyl)styryl)oxazole Methyl-(1S,2R)-2-methoxy-4-oxocyclohexanecarboxylate COC(=O)[C@@H]1[C@@H](CC(CC1)=O)OC.ClCC=1N=C(OC1)\C=C\C1=CC(=CC=C1)C(F)(F)F